(2-chloro-3-methoxyphenyl)((3R,9aS)-3-(3-chloro-5-(oxazol-5-yl)phenyl)-3-hydroxyhexahydropyrazino[2,1-c][1,4]oxazin-8(1H)-yl)methanone ClC1=C(C=CC=C1OC)C(=O)N1C[C@H]2CO[C@](CN2CC1)(O)C1=CC(=CC(=C1)C1=CN=CO1)Cl